COC1=CC=NC2=C(C=CC=C12)NC(OC)=O Methyl (4-methoxyquinolin-8-yl)carbamate